(1S,3R)-N1-[6-Chloro-2-(trifluoromethyl)quinolin-4-yl]-N3-(5,6,7,8-tetrahydro[1,2,4]triazolo[4,3-a]pyrazin-3-yl)cyclohexane-1,3-diamine ClC=1C=C2C(=CC(=NC2=CC1)C(F)(F)F)N[C@@H]1C[C@@H](CCC1)NC1=NN=C2N1CCNC2